1-((3,3-dimethylcyclobutyl)methyl)-1H-pyrazol-4-amine CC1(CC(C1)CN1N=CC(=C1)N)C